2-(AMINOMETHYL)-5-NITROPHENYLBORONIC ACID NCC1=C(C=C(C=C1)[N+](=O)[O-])B(O)O